Methyl (R)-2-pyrrolidone-5-formate N1C(CC[C@@H]1C(=O)OC)=O